CNC=1N=C(C(=NC1C=1C2=C(C=NC1)N(C=N2)C)C(=O)OC)NC2=CC=C(C=C2)C(C)(N2CCOCC2)C Methyl 5-(methylamino)-6-(3-methylimidazo[4,5-c]pyridin-7-yl)-3-[4-(1-methyl-1-morpholino-ethyl)anilino]pyrazine-2-carboxylate